FC1=C(C(=O)N(C)OC)C=CC(=C1)OC 2-fluoro-N,4-dimethoxy-N-methylbenzamide